(S)-N-(1-(4-((4-cyclopropyl-1,5-naphthyridin-3-yl)amino)phenyl)-2,2,2-trifluoroethyl)-N-methylacetamide C1(CC1)C1=C(C=NC2=CC=CN=C12)NC1=CC=C(C=C1)[C@@H](C(F)(F)F)N(C(C)=O)C